BrC(C([2H])([2H])[2H])([2H])Br dibromo(2H4)ethane